FN(C(N(C1=CC=CC=C1)F)=S)F trifluorophenylthiourea